(S)-N-(2-((3,5-dichloropyridin-2-yl)oxy)propyl)-5-chloro-2-methyl-6-difluoromethylpyrimidin-4-amine ClC=1C(=NC=C(C1)Cl)O[C@H](CNC1=NC(=NC(=C1Cl)C(F)F)C)C